ClC=1C=NC=C(C1CSC=1N=C(C2=C(N1)CCC2)OCOC(CCC(=O)O)=O)Cl 4-(((2-(((3,5-dichloropyridin-4-yl)methyl)thio)-6,7-dihydro-5H-cyclopenta[d]pyrimidin-4-yl)oxy)methoxy)-4-oxobutanoic acid